3-[(6-bromo-4-methyl-3-pyridyl)sulfonyl]-6-fluoro-4-methyl-1H-indole BrC1=CC(=C(C=N1)S(=O)(=O)C1=CNC2=CC(=CC(=C12)C)F)C